2-(4-bromophenoxy)phenylhydrazine BrC1=CC=C(OC2=C(C=CC=C2)NN)C=C1